ethyl-((perfluorophenoxy)-(phenoxy)-phosphoryl)-L-alanine C(C)N([C@@H](C)C(=O)O)P(=O)(OC1=CC=CC=C1)OC1=C(C(=C(C(=C1F)F)F)F)F